naphthyl-(benzophenanthrenyl)anthracene-d15 C1(=CC=CC2=CC=CC=C12)C=1C(=C(C(C2(C(C3(C(C(C(C(C3=CC12)([2H])[2H])([2H])[2H])([2H])[2H])([2H])[2H])[2H])([2H])[2H])[2H])([2H])[2H])[2H])C1=C2C=3C=CC=CC3C3=C(C2=CC=C1)C=CC=C3